C(CCC)OC(CCC=CCCC=CCCC)=O dodeca-4,8-dienoic acid butyl ester